(difluoromethyl)-8-((1R,2R)-2-hydroxy-2-methylcyclopentyl)-2-(methylsulfonyl)pyrido[2,3-d]Pyrimidin-7(8H)-one FC(F)C=1C2=C(N=C(N1)S(=O)(=O)C)N(C(C=C2)=O)[C@H]2[C@](CCC2)(C)O